(R)-N4,N7,5-trimethyl-N2-(1-methylpyrrolidin-3-yl)pyrido[2,3-d]pyrimidine-2,4,7-triamine CNC=1C2=C(N=C(N1)N[C@H]1CN(CC1)C)N=C(C=C2C)NC